C1(=CC=C(C=C1)P(C1=CSC=C1P(C1=CC=C(C=C1)C)C1=CC=C(C=C1)C)C1=CC=C(C=C1)C)C 3,4-bis(di-p-tolylphosphino)-thiophene